6-(4-cyclopropyl-6-methoxy-pyrimidin-5-yl)-4-[[3-fluoro-4-[1-methyl-4-(trifluoromethyl)imidazol-2-yl]phenyl]methoxy]-1H-pyrazolo[3,4-d]pyrimidine C1(CC1)C1=NC=NC(=C1C1=NC(=C2C(=N1)NN=C2)OCC2=CC(=C(C=C2)C=2N(C=C(N2)C(F)(F)F)C)F)OC